NC1=C(C=CC=C1)SC(C[N+](=O)[O-])C1=CC=C(C=C1)C(C[N+](=O)[O-])SC1=C(N)C=CC=C1 2-([1-(4-(1-[(2-Aminophenyl)thio]-2-nitroethyl)phenyl)-2-nitroethyl]thio)aniline